diethyl oxetane-2,2-dicarboxylate O1C(CC1)(C(=O)OCC)C(=O)OCC